C1=CC=C2C=CC=C3C(C=4C=CC=CC4C1=C23)=O 7H-benz[de]anthracen-7-one